O=C1N(CCC(N1)=O)C=1C=C(C(=O)N2CCC3(CCN(CC3)CCCC=O)CC2)C=CC1OC 4-(9-(3-(2,4-dioxotetrahydropyrimidin-1(2H)-yl)-4-methoxybenzoyl)-3,9-diazaspiro[5.5]undecan-3-yl)n-butyraldehyde